3-Tert-butyl 9-[1-(2,6-dioxo-3-piperidyl)-3-methyl-2-oxo-benzimidazol-4-yl]-3,9-diazaspiro[5.5]undecane-3-carboxylate O=C1NC(CCC1N1C(N(C2=C1C=CC=C2N2CCC1(CCN(CC1)C(=O)OC(C)(C)C)CC2)C)=O)=O